Cl.O[C@H](CCCN1CCC(CC1)C(C1=CC=CC=C1)(C1=CC=CC=C1)O)C1=CC=C(C=C1)C(C(=O)O)(C)C |r| 2-(4-{(1RS)-1-Hydroxy-4-[4-(hydroxydi-phenylmethyl)piperidin-1-yl]butyl}phenyl)-2-methyl-propanoic acid mono-hydrochloride